N-(1-(3-bromo-6-methoxypyridin-2-yl)-4,4-dimethylpentan-2-yl)-2-methylpropan-2-sulfinamide BrC=1C(=NC(=CC1)OC)CC(CC(C)(C)C)NS(=O)C(C)(C)C